C(C)(C)(C)OC(=O)C1=CC=CC2=C1N=C1N2C=CC(=N1)N1CCC(CC1)C1=CC=CC=C1 2-(4-Phenylpiperidin-1-yl)benzo[4,5]imidazo[1,2-a]pyrimidine-9-carboxylic acid tert-butyl ester